CC=1N(C(=C(N1)C(=O)NC1=NC2=CC=CC=C2C=C1)C)C1=C(C=CC=C1)C 2,5-Dimethyl-N-(quinolin-2-yl)-1-(o-tolyl)-1H-imidazole-4-carboxamide